5-((2-(Cyclopropylmethyl)-1,2,3,4-tetrahydroisoquinolin-7-yl)amino)-1-methylpyridin-2(1H)-one C1(CC1)CN1CC2=CC(=CC=C2CC1)NC=1C=CC(N(C1)C)=O